C(CCCCCCC)C(C(=O)O)(CCCCCCCC(=O)O)CCCCCCCC.C(CCCCCCCCC(=O)OCC(CCCC)CC)(=O)OCC(CCCC)CC 1,10-bis(2-ethylhexyl) decanedioate [dioctyl sebacate]